BrC=1C=C(C2=C(C(=CO2)CO)C1)C(F)F (5-bromo-7-(difluoromethyl)benzofuran-3-yl)methanol